dioleoylphosphite C(CCCCCCC\C=C/CCCCCCCC)(=O)OP(OC(CCCCCCC\C=C/CCCCCCCC)=O)[O-]